5-(2-chlorophenoxy)-6-fluoro-3-((phenylmethyl-d2)amino)-4H-benzo[e][1,2,4]thiadiazine 1,1-dioxide ClC1=C(OC2=C(C=CC3=C2NC(=NS3(=O)=O)NC([2H])([2H])C3=CC=CC=C3)F)C=CC=C1